methyl 1-(oxetan-3-ylmethyl)-1H-indazole-6-carboxylate O1CC(C1)CN1N=CC2=CC=C(C=C12)C(=O)OC